bis(cyclopent-1,3-dien-1-yl-diphenylphosphane) dihydrochloride iron palladium [Pd].[Fe].Cl.Cl.C1(=CC=CC1)P(C1=CC=CC=C1)C1=CC=CC=C1.C1(=CC=CC1)P(C1=CC=CC=C1)C1=CC=CC=C1